N-(4-((5-(4-aminophenyl)-1H-pyrazol-3-yl)amino)phenyl)-4-fluorobenzenesulfonamide NC1=CC=C(C=C1)C1=CC(=NN1)NC1=CC=C(C=C1)NS(=O)(=O)C1=CC=C(C=C1)F